1,3,7,25-tetrahydroxy-11-methyl-9-oxo-10,27-dioxabicyclo[21.3.1]heptacosa-5,13,15,17,19-pentaene-24-carboxylic acid OC12CC(CC=CC(CC(OC(CC=CC=CC=CC=CCCC(C(C(C1)O)C(=O)O)O2)C)=O)O)O